N1=C(C=CC=C1)SSCCC(C(=O)[O-])S(=O)(=O)O 4-(2-pyridyldithio)-2-sulfobutanoate